C(C)(C)(C)OC(NC1CCN(CC1)C=1N(C(C(=C(N1)C1=CC(=C(C=C1)C#N)F)Cl)=O)C)=O (1-(5-chloro-4-(4-cyano-3-fluorophenyl)-1-methyl-6-oxo-1,6-dihydropyrimidine-2-yl)piperidin-4-yl)carbamic acid tert-butyl ester